O=C([C]NCCNC(=O)C=1C=C(C(=C(C1)OCC(=O)O)OCC(=O)O)OCC(=O)O)C1=CC=CC=C1 2,2',2''-((5-((2-((2-Oxo-2-phenyl-1λ2-ethyl)amino)ethyl)-carbamoyl)benzene-1,2,3-triyl)tris(oxy))triacetic acid